BrC1=C2C=3CC(CC(C3NC2=C(C(=C1)Cl)Cl)CC(C)(F)F)=O 5-bromo-7,8-dichloro-1-(2,2-difluoropropyl)-1,2,4,9-tetrahydro-3H-carbazol-3-one